7-(6-morpholino-9-((2-(trimethylsilyl)ethoxy)methyl)-9H-purin-8-yl)-7-azaspiro[3.5]nonan-2-one O1CCN(CC1)C1=C2N=C(N(C2=NC=N1)COCC[Si](C)(C)C)N1CCC2(CC(C2)=O)CC1